N(=[N+]=[N-])C1=CC=C(COC(=O)N[C@@H](CCCCN)C(=O)O)C=C1 p-azidobenzyloxycarbonyllysine